FC1=C(C=CC=C1)CC(=O)NC1=CC(=C(C=C1)C=1C=NN(C1)C1CCN(CC1)C(=O)OC(C)(C)C)S(N)(=O)=O tert-Butyl 4-[4-(4-{[(2-fluorophenyl)acetyl]amino}-2-sulfamoylphenyl)-1H-pyrazol-1-yl]piperidine-1-carboxylate